FC1=C(C(=CC=C1)F)NC=1N(C2=NC(=NC=C2N1)N[C@H]1C[C@H]([C@@H](CC1)C)O)C1CCC(CC1)C(=O)N (1S,4s)-4-(8-(2,6-difluorophenylamino)-2-((1R,3R,4R)-3-hydroxy-4-methylcyclohexylamino)-9H-purin-9-yl)cyclohexanecarboxamide